Diazacyclooctatetraene-3,8-dicarboxylic acid 3,8-dimethyl ester COC(=O)C=1N=NC(=CC=CC1)C(=O)OC